2-hydroxy-naphthalate OC1=C(C2=CC=CC=C2C=C1)C(=O)[O-]